B(O)(O)O.B(O)(O)O.B(O)(O)O.NC(=N)N guanidine triborate